7-bromo-5-(1H-imidazol-1-yl)-1H-pyrrolo[3,2-b]pyridine BrC1=C2C(=NC(=C1)N1C=NC=C1)C=CN2